NCC1=CC=C2C=C(NC2=C1)CN(C(OC(C)(C)C)=O)CC1CCC1 tert-butyl ((6-(aminomethyl)-1H-indol-2-yl)methyl)(cyclobutylmethyl)carbamate